C(CCCCCCCCCCCCCCCCCCCCCCCCCCCC)(=O)O nonacosylic acid